C(C1=CC=CC=C1)OC1=C(C(=CC=C1)OCC)S(=O)(=O)N 2-(benzyloxy)-6-ethoxybenzene-1-sulfonamide